C(C)OP(=O)(C1=CC=CC=C1)C(C1=C(C=C(C=C1C)C)C)=O Ethyl(2,4,6-trimethylbenzoyl)phenylphosphinat